ClC1=CC=C(C=C1)CCC1=NOC(=N1)CN1N=C(C=C(C1=O)C)CO 2-({3-[2-(4-chlorophenyl)ethyl]-1,2,4-oxadiazol-5-yl}methyl)-6-(hydroxymethyl)-4-methyl-2,3-dihydropyridazin-3-one